ClC=1C(=NC(=NC1)NC1CCOCC1)C1=CC=C2CN(C(C2=C1)=O)C(C(=O)O)CO 2-(6-(5-chloro-2-((oxan-4-yl)amino)pyrimidin-4-yl)-1-oxoisoindolin-2-yl)-3-hydroxypropanoic acid